C(C)(C)(C)OC(CN1CCN(CCN(CCN(CC1)CC(OC(C)(C)C)=O)CC(OC(C)(C)C)=O)CC(=O)N1CCC(CC1)C(=O)O)=O 1-(2-(4,7,10-tris(2-(tert-butoxy)-2-oxoethyl)-1,4,7,10-tetraazacyclododecan-1-yl)acetyl)piperidine-4-carboxylic acid